2,2,3,3,4,4,5,5,5-nonafluoropentylethylene glycol FC(CC(CO)O)(C(C(C(F)(F)F)(F)F)(F)F)F